ClC=1C(=C(C(=C(C1)C(C)N1N=C(C=2C1=NC=NC2N)C)OCC)C2CN(C2)CC(F)(F)F)F 1-(1-{5-chloro-2-ethoxy-4-fluoro-3-[1-(2,2,2-trifluoroethyl)azetidin-3-yl]phenyl}ethyl)-3-methyl-1H-pyrazolo[3,4-d]pyrimidin-4-amine